C(C)(C)(C)OC(=O)N1CCC(CC1)OC1CC(C1)OC1=NC=CC(=C1)N1[C@H]2CN(CC1CC2)C2=C(N=NC(=C2)Cl)N 4-((1r,3r)-3-((4-(3-(3-amino-6-chloropyridazin-4-yl)-3,8-diazabicyclo[3.2.1]oct-8-yl)pyridin-2-yl)oxy)cyclobutoxy)piperidine-1-carboxylic acid tert-butyl ester